7-[(2R)-2-{[(3-chloropyridin-2-yl)oxy]methyl}pyrrolidin-1-yl]-4-oxo-1,4-dihydroquinoline-3-carboxylic acid ClC=1C(=NC=CC1)OC[C@@H]1N(CCC1)C1=CC=C2C(C(=CNC2=C1)C(=O)O)=O